(4-(aminomethyl)-4-hydroxypiperidin-1-yl)-2-(4-cyano-3-fluorophenyl)-3-(3-fluoro-4-methoxyphenyl)isonicotinic acid NCC1(CCN(CC1)C=1N=C(C(=C(C(=O)O)C1)C1=CC(=C(C=C1)OC)F)C1=CC(=C(C=C1)C#N)F)O